C(C)(C)(C)OC(=O)N1[C@@H](C[C@H](CC1)N1N=NC=2C(=NC=3C(=C(C(=CC3C21)C)C2=NN(C1=CC=CC=C21)C)F)SC)CC#N (2S,4S)-2-(cyanomethyl)-4-(6-fluoro-8-methyl-7-(1-methyl-1H-indazol-3-yl)-4-(methylsulfanyl)-1H-[1,2,3]triazolo[4,5-c]quinolin-1-yl)piperidine-1-carboxylic acid tert-butyl ester